{4-[1-bromo-3,6-di-tert-butylcarbazole-9-yl]phenyl}phenyl-methanone BrC1=CC(=CC=2C3=CC(=CC=C3N(C12)C1=CC=C(C=C1)C(=O)C1=CC=CC=C1)C(C)(C)C)C(C)(C)C